6-bromo-3-(4-methoxyphenoxy)-2-phenylquinoline BrC=1C=C2C=C(C(=NC2=CC1)C1=CC=CC=C1)OC1=CC=C(C=C1)OC